1-Trishydroxymethyl-aminomethane OC(CN)(O)O